OC=1C(=NN(C1C)C)C(C)=O 1-(4-hydroxy-1,5-dimethyl-pyrazol-3-yl)-ethanone